[N-](S(=O)(=O)C(F)(F)F)S(=O)(=O)C(F)(F)F.C(CC)[NH+]1CCCCC1 1-propylpiperidinium bis(trifluoromethanesulfonyl)imide